COC=1C=C2C(=NC1OCCCOC1OCCCC1)CNC2 3-methoxy-2-(3-tetrahydropyran-2-yloxypropoxy)-6,7-dihydro-5H-pyrrolo[3,4-b]pyridine